C(=CCCCCCC)[Si](OC)(CC)CC octenyl-diethyl-methoxysilane